1-cyclopropyl-3-methoxy-3-methyl-1-[[4-[5-(trifluoromethyl)-1,2,4-oxadiazol-3-yl]phenyl]methyl]urea C1(CC1)N(C(=O)N(C)OC)CC1=CC=C(C=C1)C1=NOC(=N1)C(F)(F)F